2-(2-amino-5-methylphenoxy)ethaneN NC1=C(OC=C)C=C(C=C1)C